BrC1=C(C=C(C(=C1)[N+](=O)[O-])OC)F 1-bromo-2-fluoro-4-methoxy-5-nitroBenzene